Tert-butyl 4-(6-(5-((2,4-difluorophenyl)sulfonamido)-6-methoxypyridin-3-yl)-8-(trifluoromethyl)quinazolin-4-yl)piperazine-1-carboxylate FC1=C(C=CC(=C1)F)S(=O)(=O)NC=1C=C(C=NC1OC)C=1C=C2C(=NC=NC2=C(C1)C(F)(F)F)N1CCN(CC1)C(=O)OC(C)(C)C